C(=O)C=1C=C(C=CC1)C=1C(=CC=CC1)C(=O)O 3'-FORMYL[1,1'-BIPHENYL]-2-CARBOXYLIC ACID